tert-butyl (R)-2-(3-bromo-5-oxo-5,7-dihydro-6H-pyrrolo[3,4-b]pyridin-6-yl)propanoate BrC=1C=C2C(=NC1)CN(C2=O)[C@@H](C(=O)OC(C)(C)C)C